(R)-4-(2-(bis(methyl-d3)amino)-2-oxoethyl)-9-chloro-N-((3-methoxypyridin-2-yl)methyl)-3-methyl-5-oxo-2,3,4,5-tetrahydrobenzofuro[2,3-f][1,4]oxazepine-3-carboxamide C([2H])([2H])([2H])N(C(CN1[C@](COC2=C(C1=O)OC1=C2C=C(C=C1)Cl)(C(=O)NCC1=NC=CC=C1OC)C)=O)C([2H])([2H])[2H]